1-[(2,6-difluorophenyl)methyl]-5-[(dimethylamino)methyl]-3-(6-methoxypyridazin-3-yl)-6-(2-methylindazol-4-yl)thieno[2,3-d]pyrimidine-2,4-dione FC1=C(C(=CC=C1)F)CN1C(N(C(C2=C1SC(=C2CN(C)C)C=2C1=CN(N=C1C=CC2)C)=O)C=2N=NC(=CC2)OC)=O